3-(2,4-Dioxotetrahydropyrimidin-1(2H)-yl)-4-methoxy-N-(4-(piperazin-1-yl)butyl)benzamide hydrochloride Cl.O=C1N(CCC(N1)=O)C=1C=C(C(=O)NCCCCN2CCNCC2)C=CC1OC